CN1N=CC(=C1)C1=NNC2=CC=CC=C12 3-(1-methyl-1H-pyrazol-4-yl)-1H-indazole